C(C)(C)[C@H]1CC[C@H](CC1)OC[C@@H]1N(CCC[C@@H]1C1=NNC=C1)C(=O)OCC#C prop-2-yn-1-yl (CIS)-2-((((CIS)-4-isopropylcyclohexyl)oxy)methyl)-3-(1H-pyrazol-3-yl)piperidine-1-carboxylate